(S)-5-amino-4-(5-fluoro-1,3-dioxoisoindolin-2-yl)-5-oxopentanoic acid tert-butyl ester C(C)(C)(C)OC(CC[C@@H](C(=O)N)N1C(C2=CC=C(C=C2C1=O)F)=O)=O